tert-butyl-[4-(2,4-dichloropyrimidin-5-yl)butoxy]-dimethyl-silane C(C)(C)(C)[Si](C)(C)OCCCCC=1C(=NC(=NC1)Cl)Cl